ClC=1C(=CC2=C(C[C@@](O2)([C@H]2NCCC2)C2=CC=CC=C2)C1C1=C(C=C2CC[C@@H](C2=C1F)O)C(=O)NC)F (1S,6S)-6-((S)-5-Chloro-6-fluoro-2-phenyl-2-((S)-pyrrolidin-2-yl)-2,3-dihydrobenzofuran-4-yl)-7-fluoro-1-hydroxy-N-methyl-2,3-dihydro-1H-indene-5-carboxamide